C1(CC1)C1CN(CCN1)C1=CC=C(N=N1)C1=C2C=NNC2=C(C=C1)N1N=CC=C1 4-[6-(3-cyclopropylpiperazin-1-yl)pyridazin-3-yl]-7-pyrazol-1-yl-1H-indazole